3-(1H-1,2,3-triazol-4-yl)imidazo[1,2-a]pyridine N1N=NC(=C1)C1=CN=C2N1C=CC=C2